C(=O)(OC(C)(C)C)NCCCCCCN N-Boc-hexane-1,6-diamine